OC=1C=CC=2C3(C4=CC=C(C=C4OC2C1)O)OC(C1=C3C=C(C=C1)C(=O)N)=O 3',6'-dihydroxy-3-oxo-3H-spiro[2-benzofuran-1,9'-xanthene]-6-carboxamide